5-(1H-Imidazol-1-yl)-N-((1r,4r)-4-(2-methoxyethoxy)cyclohexyl)thiazolo[4,5-d]pyrimidine-7-carboxamide N1(C=NC=C1)C=1N=C(C2=C(N1)N=CS2)C(=O)NC2CCC(CC2)OCCOC